ClC1=NC2=CC=CC(=C2C(=C1)Cl)C 2,4-dichloro-5-methyl-quinoline